7α-Hydroxy-4-cholesten-2-on O[C@H]1[C@H]2[C@@H]3CC[C@H]([C@@H](CCCC(C)C)C)[C@]3(CC[C@@H]2[C@]2(CC(CC=C2C1)=O)C)C